3-[bicyclo[2.2.2]oct-1-yl]-5-cyclopropyl-1,2-oxazole-4-carbonitrile C12(CCC(CC1)CC2)C2=NOC(=C2C#N)C2CC2